NC[C@@H](CO[Si](C)(C)C(C)(C)C)NC1=C(C=C(C=C1[N+](=O)[O-])S(=O)(=O)N)Br (S)-4-((1-amino-3-((tertbutyldimethylsilyl)oxy)propan-2-yl)amino)-3-bromo-5-nitrobenzenesulfonamide